ClC1=C(C(=CC=C1Cl)O)[C@H]1C[C@@H]2N(C([C@H](NC2=O)CC)=O)CC1 (8R,9aS)-8-(2,3-dichloro-6-hydroxyphenyl)-3-(3R)-ethyl-hexahydro-2H-pyrido[1,2-a]pyrazine-1,4-dione